3,6-dimethylphenanthrene CC=1C=CC=2C=CC3=CC=C(C=C3C2C1)C